CC1=CC=C(C=C1)S(=O)(=O)N1[C@@H]([C@@H]2C[C@@H]2C1)C(=O)O |o1:11,12,14| (1R*,2S*,5S*)-3-(Toluene-4-sulfonyl)-3-azabicyclo[3.1.0]hexane-2-carboxylic acid